3,3',3'',3'''-((5-(4,6-diphenyl-1,3,5-triazin-2-yl)-1,3-phenylene)bis(9H-carbazole-9,3,6-triyl))tetrabenzonitrile C1(=CC=CC=C1)C1=NC(=NC(=N1)C1=CC=CC=C1)C=1C=C(C=C(C1)N1C2=CC=C(C=C2C=2C=C(C=CC12)C=1C=C(C#N)C=CC1)C=1C=C(C#N)C=CC1)N1C2=CC=C(C=C2C=2C=C(C=CC12)C=1C=C(C#N)C=CC1)C=1C=C(C#N)C=CC1